COC=1C=C(C(=CC1)N)N 4-Methoxybenzene-1,2-diamine